(4-(2-((tert-butyldimethylsilyl)oxy)ethyl)phenyl)boronic acid [Si](C)(C)(C(C)(C)C)OCCC1=CC=C(C=C1)B(O)O